trans-Naphthalen-2-yl-(5-(2-(piperidin-4-ylmethyl-amino)cyclopropyl)indolin-1-yl)methanone C1=C(C=CC2=CC=CC=C12)C(=O)N1CCC2=CC(=CC=C12)[C@H]1[C@@H](C1)NCC1CCNCC1